[N+](=O)([O-])C1=C(C=CC=C1)C(CC(C)O)O 1-(2-Nitrophenyl)-1,3-butanediol